CN(C1CCC(CC1)N1C(NC2=C1C=C(C(=C2)C=2C=C(C=1N(C2)N=CN1)OC)C(C)C)=O)C 1-((1r,4r)-4-(dimethylamino)cyclohexyl)-6-isopropyl-5-(8-methoxy-[1,2,4]triazolo[1,5-a]pyridin-6-yl)-1,3-dihydro-2H-benzo[d]imidazol-2-one